N[C@@H](CC(=O)N1CC=2N(CC1)C(=NN2)C(F)(F)F)CC2=C(C=C(C(=C2)F)F)F (R)-3-amino-1-(3-(trifluoromethyl)-5,6-dihydro-[1,2,4]triazolo[4,3-a]pyrazin-7(8H)-yl)-4-(2,4,5-trifluorophenyl)butan-1-one